FC1(CN(CC[C@H]1NC1=NN2C(C(=N1)OC)=C(C=C2)C=2C=CC1=C(N(N=N1)C)C2)C2COC2)F (R)-N-(3,3-difluoro-1-(oxetan-3-yl)piperidin-4-yl)-4-methoxy-5-(1-methyl-1H-benzo[d][1,2,3]triazol-6-yl)pyrrolo[2,1-f][1,2,4]triazin-2-amine